14-fluoro-9-methyl-17-methylsulfanyl-10-oxa-2,12,16,18,20-pentazapentacyclo[9.7.1.14,7.02,8.015,19]icosa-1(18),11(19),12,14,16-pentaene-20-carboxylate FC=1C=NC=2OC(C3C4CCC(CN3C3=NC(=NC1C32)SC)N4C(=O)[O-])C